BrC1=CC=C(S1)CNC(OC1=CC=CC=C1)=O phenyl ((5-bromothiophen-2-yl)methyl)carbamate